C(C)N1CC(CC1=O)C(=O)NO 1-ethyl-N-hydroxy-5-oxopyrrolidine-3-carboxamide